(5-FORMYL-PYRIDIN-3-YL)-CARBAMIC ACID TERT-BUTYL ESTER C(C)(C)(C)OC(NC=1C=NC=C(C1)C=O)=O